(s)-4-(4-(1H-imidazol-4-yl)piperidin-1-yl)-N1-(2,3-diaminopropyl)-3-(2H-tetrazol-5-yl)benzene-1,2-disulfonamide N1C=NC(=C1)C1CCN(CC1)C=1C(=C(C(=CC1)S(=O)(=O)NC[C@H](CN)N)S(=O)(=O)N)C=1N=NNN1